O=C1NC(CCC1N1C(C2=CC=C(C=C2C1=O)N1CCC(CC1)N1CCC(CC1)N1C[C@H]2N(C=3C(=NN=C(C3)C3=C(C=CC=C3)O)NC2)CC1)=O)=O 2-(2,6-dioxopiperidin-3-yl)-5-(4-((S)-2-(2-hydroxyphenyl)-5,6,6a,7,9,10-hexahydro-8H-pyrazino[1',2':4,5]pyrazino[2,3-c]pyridazin-8-yl)-[1,4'-bipiperidin]-1'-yl)isoindoline-1,3-dione